NC1=NC(=C2N=CN(C2=N1)CC(=O)NC1=CC(=NN1C(C)(C)C)C)N1CCC(CC1)C1=CC=CC=C1 2-(2-amino-6-(4-phenylpiperidin-1-yl)-9H-purin-9-yl)-N-(1-tert-butyl-3-methyl-1H-pyrazol-5-yl)acetamide